17-chloro-4,6,8,10,12,14-hexamethylheptadecyl octyloxymethyl ether C(CCCCCCC)OCOCCCC(CC(CC(CC(CC(CC(CCCCl)C)C)C)C)C)C